tert-Butyl (4-(5-chloro-3-(3-(dimethylamino)-azetidin-1-yl)-1-((pyridazin-3-ylmethyl)amino)-7,9-dihydrofuro[3,4-f]-quinazolin-6-yl)-3-cyano-5-fluorobenzo[b]-thiophen-2-yl)carbamate ClC1=C(C2=C(C=3C(=NC(=NC13)N1CC(C1)N(C)C)NCC=1N=NC=CC1)COC2)C2=C(C=CC=1SC(=C(C12)C#N)NC(OC(C)(C)C)=O)F